C1(CCCCCC1)C(=O)OC(CSCCCCCC(CCCCCSCC(CCCCCC)OC(=O)C1CCCCCC1)N(C)CCCCO)CCCCCC ((6-((4-Hydroxybutyl)(methyl)amino)undecane-1,11-diyl)bis(sulfanediyl))bis-(octane-1,2-diyl) dicycloheptanecarboxylate